tert-Butyl 2-((6-((2-amino-2-oxo-1-phenylethyl)thio)-3,5-dicyano-4-cyclopropyl pyridin-2-yl)(methyl)amino)acetate NC(C(C1=CC=CC=C1)SC1=C(C(=C(C(=N1)N(CC(=O)OC(C)(C)C)C)C#N)C1CC1)C#N)=O